ClC=1C=CC(=C(C1)C1=CC=C2C=CN=CC2=C1)OC 7-(5-chloro-2-methoxyphenyl)isoquinoline